3-hydroxy-3-(5-(2-((4-(trifluoromethyl)phenyl)amino)phenyl)-1,3,4-oxadiazol-2-yl)butanenitrile OC(CC#N)(C)C=1OC(=NN1)C1=C(C=CC=C1)NC1=CC=C(C=C1)C(F)(F)F